C(C)C1(CCN(CC1)C1=C(C=CC=C1C)NS(=O)(=O)C=1SC(=CC1)S(=O)(=O)N(C)C)C N2-[2-(4-Ethyl-4-methyl-1-piperidinyl)-3-methylphenyl]-N5,N5-dimethylthiophene-2,5-disulfonamide